CC([C@H](C)NC1=NC(=CC2=C1N=C(N=C2)NC=2C(=NC=1CCN(CC1C2)C)OCC)C)(C)C (S)-N8-(3,3-Dimethylbutan-2-yl)-N2-(2-ethoxy-6-methyl-5,6,7,8-tetrahydro-1,6-Naphthyridin-3-yl)-6-methylpyrido[3,4-d]pyrimidine-2,8-diamine